allyl-3-O-benzyl-2-O-chloroacetyl-α-L-rhamnose C(C=C)[C@]1(O)[C@H](OC(CCl)=O)[C@H](OCC2=CC=CC=C2)[C@@H](O)[C@@H](O1)C